N-(2,3-dihydroxypropyl)picolinamide OC(CNC(C1=NC=CC=C1)=O)CO